CN(C)CCOC=1C=CC=CC1 3-dimethylaminoethoxy-benzene